Ethyl (R)-3-(1,4-dimethyl-1H-benzo[d][1,2,3]triazol-5-yl)-3-(3-(((4-methoxybenzyl)oxy)methyl)-4-methylphenyl)propanoate CN1N=NC2=C1C=CC(=C2C)[C@H](CC(=O)OCC)C2=CC(=C(C=C2)C)COCC2=CC=C(C=C2)OC